CC1CCC(CC1)CC(=O)OCC(COC(CC1CCC(CC1)C)=O)=O 2-Oxopropane-1,3-diyl bis(2-(4-methylcyclohexyl)acetate)